3-(4-((2-fluoro-4-((((1R,2S,4R)-1,7,7-trimethylbicyclo[2.2.1]heptan-2-yl)amino)methyl)benzyl)thio)-1-oxoisoindolin-2-yl)piperidine-2,6-dione FC1=C(CSC2=C3CN(C(C3=CC=C2)=O)C2C(NC(CC2)=O)=O)C=CC(=C1)CN[C@@H]1[C@@]2(CC[C@H](C1)C2(C)C)C